[(isopropyl-d1)benzofuropyridine-yl]pyridine C(C)(C)([2H])C=1C(=NC2=C(C1)OC1=C2C=CC=C1)C1=NC=CC=C1